NC=1C2=C(N=CN1)N(C=C2C=2C=C(CCS(=O)(=O)N)C=CC2)[C@@H]2C[C@@H](C2)CN2C[C@@H](CC2)O (3-(4-amino-7-(cis-3-(((R)-3-hydroxypyrrolidin-1-yl)methyl)cyclobutyl)-7H-pyrrolo[2,3-d]pyrimidin-5-yl)benzyl)methanesulfonamide